CC=1C=NC=C(C1[C@@H](C)OC=1C=C2C(=NNC2=CC1)C=1C=NC(=CC1)N1CC2(CN(C2)S(=O)(=O)C)C1)C 5-[(1R)-1-(3,5-dimethyl-4-pyridyl)ethoxy]-3-[6-(2-methylsulfonyl-2,6-diazaspiro[3.3]heptan-6-yl)-3-pyridyl]-1H-indazole